FC(C1=CC=C(C=C1)S(=O)(=O)NCC1CNC1)(F)F 3-[[[4-(Trifluoromethyl)phenyl]sulfonylamino]methyl]azetidine